(R)-2-((R)-3-Methyl-morpholin-4-yl)-9-(5-methyl-[1,2,4]oxadiazol-3-yl-methyl)-6-trifluoromethyl-6,7,8,9-tetrahydro-pyrimido[1,2-a]-pyrimidin-4-one C[C@H]1N(CCOC1)C=1N=C2N(C(C1)=O)[C@H](CCN2CC2=NOC(=N2)C)C(F)(F)F